OC(C(=O)O)CCC(C)(CO)CO hydroxy-5,5-bis(hydroxymethyl)hexanoic acid